tert-butyl N-[(2,4-dimethoxyphenyl)methyl]-N-(3-fluoro-4,5,6,7-tetrahydrobenzothiophen-6-yl)carbamate COC1=C(C=CC(=C1)OC)CN(C(OC(C)(C)C)=O)C1CC2=C(C(=CS2)F)CC1